Cl.ClC=1C=C(C=CC1N1CCNCC1)C=1C=C(C2=CN(N=C2C1)C(C(=O)NC=1SC=CN1)C1=C2N(C=N1)C[C@@H](C2)F)F 2-(6-(3-Chloro-4-(piperazin-1-yl)phenyl)-4-fluoro-2H-indazol-2-yl)-2-((R)-6-fluoro-6,7-dihydro-5H-pyrrolo[1,2-c]imidazol-1-yl)-N-(thiazol-2-yl)acetamide hydrochloride